N-(2,3-Dihydroxypropyl)oleamide OC(CNC(CCCCCCC\C=C/CCCCCCCC)=O)CO